ClC1=NC(=NC(=C1)Cl)N=C=O 4,6-dichloro-2-isocyanatopyrimidine